CC1=CC=C(C=C1)S(=O)(=O)OCCO[Si](C)(C)C(C)(C)C 2-((tert-butyldimethylsilyl)oxy)ethyl 4-methylbenzenesulfonate